C(CCCCCCC\C=C/C\C=C/CCCCC)NCCN(CCCCCCCC\C=C/C\C=C/CCCCC)CCCCCCCC\C=C/C\C=C/CCCCC N1,N2,N2-tris((9Z,12Z)-octadeca-9,12-dien-1-yl)ethane-1,2-diamine